NC1=NC=CC2=CC(=CC=C12)CNC(=O)C1=NC(=CN=C1)N1C[C@]2(CC1)C1=C(NC(O2)=O)C=CC(=C1F)Cl (S)-N-((1-Aminoisoquinolin-6-yl)methyl)-6-(6-chloro-5-fluoro-2-oxo-1,2-dihydrospiro[benzo[d][1,3]oxazine-4,3'-pyrrolidin]-1'-yl)pyrazine-2-carboxamide